The molecule is a beta-D-galactoside that is the 4-methoxyphenyl glycoside of a disaccharide consisting of a beta-D-glucuronic acid residue linked (1->3) to beta-D-galactose. It is a beta-D-galactoside and a disaccharide derivative. It derives from a beta-D-GlcpA-(1->3)-beta-D-Galp. It is a conjugate acid of a beta-D-GlcA-(1->3)-beta-D-Gal-OC6H4-4-OMe(1-). COC1=CC=C(C=C1)O[C@H]2[C@@H]([C@H]([C@H]([C@H](O2)CO)O)O[C@H]3[C@@H]([C@H]([C@@H]([C@H](O3)C(=O)O)O)O)O)O